2-((tert-Butyldimethylsilanyloxy)ethyl)-3-fluoropyrrolidine [Si](C)(C)(C(C)(C)C)OCCC1NCCC1F